COC1=CC=C(C=C1)N1CCN(CC1)C(CN(S(=O)(=O)C)CCC1=CC=CC=C1)=O N-{2-[4-(4-methoxyphenyl)-1-piperazinyl]-2-oxoethyl}-N-(2-phenylethyl)methanesulfonamide